(1R,3S)-3-(5-((2-(2-(3-aminobicyclo[1.1.1]pentan-1-yl)ethoxy)-6-(difluoromethyl)pyridin-4-yl)amino)-1-(tert-butyl)-1H-pyrazol-3-yl)cyclopentyl (4-nitrophenyl) carbonate C(O[C@H]1C[C@H](CC1)C1=NN(C(=C1)NC1=CC(=NC(=C1)C(F)F)OCCC12CC(C1)(C2)N)C(C)(C)C)(OC2=CC=C(C=C2)[N+](=O)[O-])=O